4-(6-(3-(4-nitro-2-(6-azaspiro[2.5]octan-6-yl)phenyl)-1,2,4-oxadiazol-5-yl)pyridin-2-yl)morpholine [N+](=O)([O-])C1=CC(=C(C=C1)C1=NOC(=N1)C1=CC=CC(=N1)N1CCOCC1)N1CCC2(CC2)CC1